FC1=CC=CC2=C1N=C(S2)[C@H]2N(CCC1=C2N=CN1)C(=O)C=1C(=NOC1)C(F)(F)F (S)-(4-(4-fluorobenzo[d]thiazol-2-yl)-6,7-dihydro-1H-imidazo[4,5-c]pyridin-5(4H)-yl)(3-(trifluoromethyl)isoxazol-4-yl)methanone